5-(3-(4-(1-(4-amino-5-methoxy-2-(1-methyl-1H-pyrazol-4-yl)phenyl)piperidin-4-yl)piperazin-1-yl)pyrrolidin-1-yl)-2-(2,6-dioxopyrimidin-3-yl)isoindoline-1,3-dione NC1=CC(=C(C=C1OC)N1CCC(CC1)N1CCN(CC1)C1CN(CC1)C=1C=C2C(N(C(C2=CC1)=O)N1C(NC(C=C1)=O)=O)=O)C=1C=NN(C1)C